phenyl-propanedione C1(=CC=CC=C1)C(C(C)=O)=O